N(C(=N)N)C1=CC=C(C=C1)C(=O)OC=1C=2N(C(=CC1)CC(=O)O)N=CN2 2-{8-[(4-carbamimidamidophenyl)carbonyloxy]-[1,2,4]triazolo[1,5-a]pyridin-5-yl}acetic acid